OC(C)(C)C1=CC=C(C=C1)S(=O)(=O)N 4-(2-hydroxy-propan-2-yl)benzene-sulfonamide